4-(2-cyanopropan-2-yl)-N-(5-(7-(ethylamino)-1,6-naphthyridin-3-yl)-6-methylpyridin-3-yl)picolinamide C(#N)C(C)(C)C1=CC(=NC=C1)C(=O)NC=1C=NC(=C(C1)C=1C=NC2=CC(=NC=C2C1)NCC)C